NCCN1CCN(CC1)C(=O)OC(C)(C)C tert-butyl 4-(2-amino-ethyl)piperazine-1-carboxylate